C1(CC1)C=1C=CC=C2C(=NN(C12)CC1CC1)NC(C1=CC=C(C=C1)F)=O N-(7-cyclopropyl-1-(cyclopropylmethyl)-1H-indazol-3-yl)-4-fluorobenzamide